CCOC(=O)/C(=C/C1=CNC2=CC=CC=C21)/C#N Ethyl trans-α-cyano-3-indoleacrylate